BrC=C1CN(C2=C(S1=O)C=CC=C2)S(=O)(=O)C2=CC=C(C)C=C2 2-(bromomethylene)-4-p-toluenesulfonyl-3,4-dihydro-2H-benzo[b][1,4]thiazine-1-oxide